3-amino-5-(3-isopropyl-5-(piperidin-4-yl)-1H-indol-2-yl)-1-methylpyridin-2(1H)-one NC=1C(N(C=C(C1)C=1NC2=CC=C(C=C2C1C(C)C)C1CCNCC1)C)=O